Cl.CC1NCC=C(C1)C=1SC2=C(N1)C=CC(=C2)C2=CC1=CN(N=C1C=C2)C 2-(2-methyl-1,2,3,6-tetrahydropyridin-4-yl)-6-(2-methyl-2H-indazol-5-yl)benzo[d]thiazole hydrochloride